3-(2-Fluoro-4-methylphenyl)-4-[2-[(3S)-1-(3-fluoropropyl)pyrrolidin-3-yl]oxypyrimidin-5-yl]-2H-thiochromen-7-ol FC1=C(C=CC(=C1)C)C=1CSC2=CC(=CC=C2C1C=1C=NC(=NC1)O[C@@H]1CN(CC1)CCCF)O